2,3-difluoro-1-methoxy-4-[(trans)-4'-propyl-[1,1'-bicyclohexyl]-4-yl]butylbenzene tert-butyl-(3S,4R)-3-(5-bromo-6-methoxy-2H-indazol-2-yl)-4-fluoropyrrolidine-1-carboxylate C(C)(C)(C)OC(=O)N1C[C@@H]([C@@H](C1)F)N1N=C2C=C(C(=CC2=C1)Br)OC.FC(C(OC)C1=CC=CC=C1)C(CC1CCC(CC1)C1CCC(CC1)CCC)F